(3bR,4aR)-1-(2-(7-(3-chloro-2-methylphenyl)-4,7-diazaspiro[2.5]octan-4-yl)-2-oxoethyl)-3b,4,4a,5-tetrahydro-1H-cyclopropa[3,4]cyclopenta[1,2-c]pyrazole-3-carboxylic acid ClC=1C(=C(C=CC1)N1CCN(C2(CC2)C1)C(CN1N=C(C2=C1C[C@@H]1[C@H]2C1)C(=O)O)=O)C